BrC1=CC(=NC=C1)NC1CC2(COC2)C1 4-bromo-N-(2-oxaspiro[3.3]hept-6-yl)pyridin-2-amine